C(C)OC(=O)C1=NN(C2=CC=CC(=C2C1=O)C#N)C=1C=NC(=CC1)F 5-cyano-1-(6-fluoro-3-pyridinyl)-4-oxo-cinnoline-3-carboxylic acid ethyl ester